N-(5-cyano-2-(hydroxymethyl)phenyl)acetamide C(#N)C=1C=CC(=C(C1)NC(C)=O)CO